NC1(CN=C(N=C1)C1=NC=CC=N1)N 5,5-diamino-2,2-bipyrimidine